(1R,3S,4R)-N-((R)-1-cyano-2-((S)-2-oxopiperidin-3-yl)ethyl)-2-((S)-3-cyclopropyl-2-((1-methyl-1H-pyrazol-4-yl)amino)propanoyl)-5,5-difluoro-2-azabicyclo[2.2.2]octane-3-carboxamide C(#N)[C@@H](C[C@H]1C(NCCC1)=O)NC(=O)[C@H]1N([C@H]2CC([C@@H]1CC2)(F)F)C([C@H](CC2CC2)NC=2C=NN(C2)C)=O